6-{[(1R)-1-(4-chlorophenyl)-7-fluoro-5-[1-hydroxy-1-(1-methyl-1H-imidazol-4-yl)butyl]-3-oxo-1-[(3S)-oxolan-3-yloxy]-2,3-dihydro-1H-isoindol-2-yl]methyl}pyridine-3-carbonitrile ClC1=CC=C(C=C1)[C@@]1(N(C(C2=CC(=CC(=C12)F)C(CCC)(C=1N=CN(C1)C)O)=O)CC1=CC=C(C=N1)C#N)O[C@@H]1COCC1